5-(trifluoromethyl)-benzamide FC(C=1C=CC=C(C(=O)N)C1)(F)F